C(C)(=O)OCCC(CC(CC(C)C)=C)C 3,7-dimethyl-5-methyleneoctyl acetate